O1CC(C1)OC1=NC(=NC=C1C(F)(F)F)N[C@H]1C[C@H](CCC1)N1N=C(N=C1)O 1-[(1S,3R)-3-[[4-(oxetan-3-yloxy)-5-(trifluoromethyl)pyrimidin-2-yl]amino]cyclohexyl]-1,2,4-triazol-3-ol